4-(5-(2-(2-aminopyridin-3-yl)-5-phenyl-3H-imidazo[4,5-b]pyridin-3-yl)picolinamido)-3-methylbenzoic acid NC1=NC=CC=C1C1=NC=2C(=NC(=CC2)C2=CC=CC=C2)N1C=1C=CC(=NC1)C(=O)NC1=C(C=C(C(=O)O)C=C1)C